(4-amino-3-methylimidazo[1,5-a]pyrido[3,4-e]pyrazin-8-yl)((4aS,9bS)-7-(1-(trifluoromethyl)-1H-pyrazol-4-yl)-3,4,4a,9b-tetrahydrobenzofuro[3,2-b]pyridin-1(2H)-yl)methanone NC=1C=2N(C3=C(N1)C=NC(=C3)C(=O)N3[C@@H]1[C@H](CCC3)OC3=C1C=CC(=C3)C=3C=NN(C3)C(F)(F)F)C=NC2C